ClC=1C=CC(=C(C1)O)C1=C2C(=C(N=N1)N[C@H]1C(COCC1)(C)C)C=NC=C2 (R)-5-chloro-2-(4-((3,3-dimethyltetrahydro-2H-pyran-4-yl)amino)pyrido[3,4-d]pyridazin-1-yl)phenol